C1(CCCC1)C=1C=C(NC1)C#N 4-cyclopentyl-1H-pyrrole-2-carbonitrile